4-(4-((3,5-dimethylisoxazol-4-yl)methoxy)butoxy)-N-(4-(thiophen-2-yl)thiazol-2-yl)benzamide CC1=NOC(=C1COCCCCOC1=CC=C(C(=O)NC=2SC=C(N2)C=2SC=CC2)C=C1)C